C(C)(C)(C)OC(N[C@H](C(=O)NCC1=CC=C(C=C1)OCC1=CC=C(C=C1)Cl)CC)=O (S)-tert-butyl(1-((4-((4-chlorobenzyl)oxy)benzyl)amino)-1-oxobuta-2-yl)carbamate